tert-butyl (S)-7-(4-fluorobenzyl)-2-methyl-2,3-dihydro-1H-pyrido[2,3-b][1,4]oxazine-1-carboxylate FC1=CC=C(CC2=CC3=C(OC[C@@H](N3C(=O)OC(C)(C)C)C)N=C2)C=C1